CC1=C(OC2=CC=C(N)C=C2)C=CC=C1 4-(2-methylphenoxy)aniline